FC1=C2NC(C(NC2=C(C=C1F)OC)=S)(C)C 5,6-difluoro-8-methoxy-3,3-dimethyl-3,4-dihydroquinoxaline-2(1H)-thione